8-Fluoro-7-(7-fluoro-3-(methoxymethoxy)-8-[(triisopropylsilyl)ethynyl]naphthalen-1-yl)-5-methoxy-2-(methylsulfonyl)pyrido[4,3-d]pyrimidine FC1=C(N=C(C2=C1N=C(N=C2)S(=O)(=O)C)OC)C2=CC(=CC1=CC=C(C(=C21)C#C[Si](C(C)C)(C(C)C)C(C)C)F)OCOC